C(OC(C(CCCC)CC)OOC(C)(C)CC)([O-])=O t-amylperoxy-2-ethylhexyl monocarbonate